diethyl (2S-3R)-piperazine-2,3-dicarboxylate N1[C@@H]([C@@H](NCC1)C(=O)OCC)C(=O)OCC